6-fluoro-7-(hydroxymethyl)-[1,2,3]triazolo[1,5-a]quinoxalin-4(5H)-one FC1=C2NC(C=3N(C2=CC=C1CO)N=NC3)=O